FC1=CC=C(C=C1)C1=CC=C(C=C1)CN1N=CC2=CC(=CC(=C12)C(=O)NCC1=CC=C(C(=O)O)C=C1)C1=CC=CC=C1 4-((1-((4'-fluoro-[1,1'-biphenyl]-4-yl)methyl)-5-phenyl-1H-indazole-7-carboxamido)methyl)benzoic acid